FC(C(C(F)F)(O)C1=CC=C(C=C1)N1CC=2C(=NC=CC2C1=O)C1=C(C=CC=C1)OCC(F)(F)F)F 2-[4-(1,1,3,3-tetrafluoro-2-hydroxypropan-2-yl)phenyl]-4-[2-(2,2,2-trifluoroethoxy)phenyl]-2,3-dihydro-1H-pyrrolo[3,4-c]pyridin-1-one